2-(1,8-diethyl-1,3,4,9-tetrahydropyrano[3,4-b]indol-1-yl)acetic acid C(C)C1(OCCC2=C1NC1=C(C=CC=C21)CC)CC(=O)O